FC(C(F)(F)F)OCC ethyl tetrafluoroethyl ether